tert-butyl-(R)-3-(4-(2-(2-aminothiazol-4-yl)pyrrolidin-1-yl)phenoxy)azetidine C(C)(C)(C)N1CC(C1)OC1=CC=C(C=C1)N1[C@H](CCC1)C=1N=C(SC1)N